4-(3-(4-(2-azidoacetyl)piperazin-1-yl)propyl)-2-(2,6-dioxopiperidin-3-yl)isoindoline-1,3-dione N(=[N+]=[N-])CC(=O)N1CCN(CC1)CCCC1=C2C(N(C(C2=CC=C1)=O)C1C(NC(CC1)=O)=O)=O